C(C1=CC=CC=C1)OC1CC2(CC1)OCC(NC2)=O 2-(benzyloxy)-6-oxa-9-azaspiro[4.5]decan-8-one